FC1=CC(=C(C(=C1)C)C=1CCCC2=C(C1C1=CC=C(C=C1)C=C1CN(C1)CCCF)C=CC=C2)C 8-(4-Fluoro-2,6-dimethylphenyl)-9-(4-((1-(3-fluoropropyl)azetidin-3-yliden)methyl)phenyl)-6,7-dihydro-5H-benzo[7]annulen